[3-[[tert-butyl(diphenyl)silyl]oxymethyl]oxetan-3-yl]methanol [Si](C1=CC=CC=C1)(C1=CC=CC=C1)(C(C)(C)C)OCC1(COC1)CO